2-amino-1-(pyridin-3-yl)ethanol, oxalate salt C(C(=O)O)(=O)O.NCC(O)C=1C=NC=CC1